N1(C(CC12CCC2)C(=O)[O-])N2C(CC21CCC1)N1CCC12CCC2 terazaspiro[3.3]heptane-2-carboxylate